5-chloro-2-(3,4-difluoro-2-(deuteromethoxy)phenoxy)-N-(pyrimidin-5-yl)-4-(trifluoromethyl)benzamide ClC=1C(=CC(=C(C(=O)NC=2C=NC=NC2)C1)OC1=C(C(=C(C=C1)F)F)OC[2H])C(F)(F)F